BrC=1C=CC2=C(SC(=C2)C[C@H](C(=O)OC(C)(C)C)[C@@H]2CN(CC2)C(=O)OC(C)(C)C)C1 tert-butyl (R)-3-((S)-3-(6-bromobenzo[b]thiophen-2-yl)-1-(tert-butoxy)-1-oxopropan-2-yl)pyrrolidine-1-carboxylate